3-amino-2-methylpropyl-(dodecyloxysilane) NCC(C[SiH2]OCCCCCCCCCCCC)C